1-(4-(2-(4-(2-acetoxy-3-(ethylsulfonyl)propoxy)phenyl)propan-2-yl)-2,6-dichlorophenoxy)-3-chloropropan-2-yl acetate C(C)(=O)OC(COC1=C(C=C(C=C1Cl)C(C)(C)C1=CC=C(C=C1)OCC(CS(=O)(=O)CC)OC(C)=O)Cl)CCl